10-methoxy-N-(pyridin-3-yl)-7-thia-2,5,9-triazatricyclo[6.4.0.02,6]dodeca-1(12),3,5,8,10-pentaene-4-carboxamide COC=1N=C2SC3=NC(=CN3C2=CC1)C(=O)NC=1C=NC=CC1